[Ti+4].C(C)P([O-])(=O)CCCC.ClC1=CC=CC(=N1)C(=O)N1CC([C@@H]([C@]12CC(CC2)(F)F)O)(F)F.C(C)P([O-])(=O)CCCC.C(C)P([O-])(=O)CCCC.C(C)P([O-])(=O)CCCC (6-chloropyridin-2-yl)((4R,5S)-3,3,7,7-tetrafluoro-4-hydroxy-1-azaspiro[4.4]nonan-1-yl)methanone ethylbutyl-phosphinate titanium